ClC=1C=C(C=CC1F)C1=CN(C2=C1C(N(C=C2)CC(N2CCCC2)=O)=O)COCC[Si](C)(C)C 3-(3-chloro-4-fluorophenyl)-5-(2-oxo-2-(pyrrolidin-1-yl)ethyl)-1-((2-(trimethylsilyl)ethoxy)methyl)-1H-pyrrolo[3,2-c]pyridin-4(5H)-one